Cl.Cl.N1C(CNCC1)CC#N 2-(piperazin-2-yl)acetonitrile dihydrochloride